5-(4-(trifluoromethyl)phenoxy)-2-(3-(trifluoromethyl)phenyl)-3,4-dihydroisoquinolin-1(2H)-one FC(C1=CC=C(OC2=C3CCN(C(C3=CC=C2)=O)C2=CC(=CC=C2)C(F)(F)F)C=C1)(F)F